4-(5-(3-(2-methoxyethoxy)phenyl)-1-methyl-2-oxo-1,2-dihydropyridin-4-yl)-6-methyl-2-(1-(trifluoromethyl)-1H-pyrazol-4-yl)-1,6-dihydro-7H-pyrrolo[2,3-c]pyridin-7-one COCCOC=1C=C(C=CC1)C=1C(=CC(N(C1)C)=O)C=1C2=C(C(N(C1)C)=O)NC(=C2)C=2C=NN(C2)C(F)(F)F